BrCC(CSC1=CC=CC=C1)O 1-bromo-3-(phenylthio)propan-2-ol